P(=O)(OC1=CC=C(C=C1)CCC)([O-])[O-] mono(4-propylphenyl) phosphate